O=C1NC2=C(C(=N[C@@H]1NC(=O)C1=C(N=C3N1N=C(C=C3)OC([2H])([2H])[2H])C3=CC=CC=C3)C3=CC=CC=C3)C=CC=C2 N-[(3S)-2-oxo-5-phenyl-1,3-dihydro-1,4-benzodiazepin-3-yl]-2-phenyl-6-(trideuteriomethoxy)imidazo[1,2-b]pyridazine-3-carboxamide